4-(3-chloro-2,6-difluorophenoxy)-2,2-difluoro-1-(3-fluoro-phenyl)butan-1-one ClC=1C(=C(OCCC(C(=O)C2=CC(=CC=C2)F)(F)F)C(=CC1)F)F